O=C1NC=C(C(=O)O)CC1 1,4,5,6-Tetrahydro-6-oxonicotinic acid